C(C)(C)(C)C1=NN(C(=C1C(=O)O)OC1=CC(=CC=C1)Cl)C 3-(tert-butyl)-1-methyl-5-(3-chlorophenoxy)-1H-pyrazole-4-carboxylic acid